N1C[C@@H](CC1)N1CCN(CCC1)C(C)=O (R)-1-(4-(Pyrrolidin-3-yl)-1,4-diazepan-1-yl)ethan-1-one